OC1=CC=C(C=2C(C3=CC=CC=C3C(C12)=O)=O)NC1=C(C=C(C=C1)C)S(=O)(=O)O 2-[(9,10-dihydro-4-hydroxy-9,10-dioxo-1-anthryl)amino]-5-methylbenzenesulfonic acid